C(C)(C)(C)OC(=O)N1CC(C1)C(C1=C(C=CC=C1)NN)=O 3-(2-Aminoaminobenzoyl)azetidine-1-carboxylic acid tert-butyl ester